7-bromothiazolo[4,5-c]pyridine-2-thiol BrC=1C2=C(C=NC1)N=C(S2)S